(E)-3-((dimethylamino)methylene)-4-oxo-azepane-1-carboxylic acid benzyl ester C(C1=CC=CC=C1)OC(=O)N1C\C(\C(CCC1)=O)=C/N(C)C